CC(CCCC)NC1=CC=CC=C1 (1-methyl-pentyl)-phenyl-amine